N-(3,5-dichloropyridin-4-yl)-4-(difluoromethoxy)-3-((7-(4-(2-(2,6-dioxo-piperidin-3-yl)-6-fluoro-1-oxoisoindolin-4-yl)piperidin-1-yl)heptyl)oxy)benzamide ClC=1C=NC=C(C1NC(C1=CC(=C(C=C1)OC(F)F)OCCCCCCCN1CCC(CC1)C1=C2CN(C(C2=CC(=C1)F)=O)C1C(NC(CC1)=O)=O)=O)Cl